CN1C2=C(C=3C=CC(=CC13)N1CCN(CC1)CCCOCCOCCOCCOCCOC=1C=C(C(=CC1)C(=O)OC)C(=O)OC)C=NC=C2 Dimethyl 4-[2-[2-[2-[2-[3-[4-(5-methylpyrido[4,3-b]indol-7-yl)piperazin-1-yl]propoxy]ethoxy]ethoxy]ethoxy]ethoxy]benzene-1,2-dicarboxylate